octadecenyl-2-methyl-3,5-dihydroxypyridin-4-one C(=CCCCCCCCCCCCCCCCC)C1=C(C(C(C(=N1)C)O)=O)O